FC1=C(C(=C(C(=C1F)F)F)F)[B-](C1=C(C(=C(C(=C1F)F)F)F)F)(C1=C(C(=C(C(=C1F)F)F)F)F)C1=C(C(=C(C(=C1F)F)F)F)F.C(CCCCCCCCCCC)[NH+](CCCCCCCCCCCC)C1=C(C=CC=C1)C N,N-didodecyl-tolylammonium [tetrakis(perfluorophenyl) borate]